FC1=CC(=C(C=C1)N1C(C(=CC=C1C)C(=O)O)=O)C 1-(4-fluoro-2-methyl-phenyl)-6-methyl-2-oxo-pyridine-3-carboxylic acid